[Si](C)(C)(C(C)(C)C)O[C@H]1C[C@@H](N(C1C)C(=O)OCC[Si](C)(C)C)C(=O)OC 2-methyl 1-(2-(trimethylsilyl)ethyl) (2R,4S)-4-((tert-butyldimethylsilyl)oxy)-5-methylpyrrolidine-1,2-dicarboxylate